(Z)-N-{2-[3-chloro-5-(cyclopropylethynyl)-2-pyridinyl]-2-(isopropoxyimino)ethyl}-3-(difluoromethyl)-1-methyl-1H-pyrazole-4-carboxamide ClC=1C(=NC=C(C1)C#CC1CC1)\C(\CNC(=O)C=1C(=NN(C1)C)C(F)F)=N/OC(C)C